(R)-4-(2-Amino-3-hydroxy-2-methylpropanoyl)-N-(1-(4-(2-(4-aminopiperidin-1-yl)ethyl)phenyl)-2-oxo-1,2-dihydropyrimidin-4-yl)piperazine-1-carboxamide hydrochloride salt Cl.N[C@@](C(=O)N1CCN(CC1)C(=O)NC1=NC(N(C=C1)C1=CC=C(C=C1)CCN1CCC(CC1)N)=O)(CO)C